N-(4-((S*)-1-((R)-2-(3,4-dichlorobenzoyl)-3-methyl-10-oxo-1,3,4,7,8,10-hexahydropyrido[4',3':3,4]pyrazolo[1,5-a]pyrazin-9(2H)-yl)ethyl)phenyl)acetamide ClC=1C=C(C(=O)N2CC=3C(=NN4C3C(N(CC4)[C@@H](C)C4=CC=C(C=C4)NC(C)=O)=O)C[C@H]2C)C=CC1Cl |o1:17|